N[C@H](C(=O)NCCC(=O)N[C@H](CCC(=O)O)C(=O)O)CCN(C(CO)=O)[C@H](C(C)(C)C)C=1N(C=C(C1)C1=C(C=CC(=C1)F)F)CC1=CC=CC=C1 N-{(2S)-2-amino-4-[{(1R)-1-[1-benzyl-4-(2,5-difluorophenyl)-1H-pyrrol-2-yl]-2,2-dimethylpropyl}(glycoloyl)amino]butanoyl}-beta-alanyl-D-glutamic acid